FC(C=1OC(=NN1)C1=CC=C(C=C1)CN1N=C(N=N1)C=1OC=CC1)F 2-(difluoromethyl)-5-(4-((5-(furan-2-yl)-2H-tetrazol-2-yl)methyl)phenyl)-1,3,4-oxadiazole